C(C)(=O)C=1C(=CC(=C(C1)NC(=O)NCC=1OC=CC1)OC)O 1-(5-acetyl-4-hydroxy-2-methoxyphenyl)-3-(furan-2-ylmethyl)urea